C(C)OC(C(=O)C1=CC(=C(C=C1)Cl)F)=O 2-(4-chloro-3-fluorophenyl)-2-oxoacetic acid ethyl ester